COC1=C(C=CC=C1OC)[C@H]1[C@@H](CNC1)C(=O)O trans-4-(2,3-dimethoxy-phenyl)-pyrrolidine-3-carboxylic acid